(4-(3-((2r,6s)-2,6-dimethylpiperidin-1-yl)-3-oxopropyl)-1-phenyl-1H-imidazol-2-yl)-3-(1H-pyrazol-4-yl)benzamide C[C@H]1N([C@H](CCC1)C)C(CCC=1N=C(N(C1)C1=CC=CC=C1)C1=C(C(=O)N)C=CC=C1C=1C=NNC1)=O